(S)-(6,6-dimethyl-2-(piperidin-3-ylamino)-6,7-dihydro-5H-pyrimido[5,4-c]carbazol-8-yl)dimethylphosphine oxide CC1(CC2=C(C=3C=4C=CC=C(C4NC13)P(C)(C)=O)N=C(N=C2)N[C@@H]2CNCCC2)C